tert-butyl N-[trans-4-[[4-amino-7-[2-(methanesulfonamido)ethyl-methyl-amino]-5,5-dimethyl-6H-benzo[h]quinazolin-8-yl]oxy]cyclohexyl]carbamate NC1=NC=NC=2C3=C(CC(C12)(C)C)C(=C(C=C3)O[C@@H]3CC[C@H](CC3)NC(OC(C)(C)C)=O)N(C)CCNS(=O)(=O)C